2-amino-3-(4-((4-(cyclopropylamino)-5-(trifluoromethyl)pyrimidin-2-yl)amino)-3-methoxyphenyl)propanoic acid heptyl ester C(CCCCCC)OC(C(CC1=CC(=C(C=C1)NC1=NC=C(C(=N1)NC1CC1)C(F)(F)F)OC)N)=O